The molecule is a member of the class of xanthones that is 9H-xanthen-9-one substituted by hydroxy groups at positions 1 and 3 and a methoxy group at position 7. It has a role as an EC 1.4.3.4 (monoamine oxidase) inhibitor and a plant metabolite. It is a member of xanthones, a polyphenol and an aromatic ether. COC1=CC2=C(C=C1)OC3=CC(=CC(=C3C2=O)O)O